ClC=1C=C2C=C(NC2=CC1)C(=O)N1[C@@H]([C@H]2C([C@H]2C1)(C)C)C(=O)N[C@H](C=O)C[C@H]1C(NCC1)=O (1R,2S,5S)-3-(5-Chloro-1H-indole-2-carbonyl)-6,6-dimethyl-N-((S)-1-oxo-3-((S)-2-oxopyrrolidin-3-yl)propan-2-yl)-3-azabicyclo[3.1.0]hexane-2-carboxamide